COC1=NC=C(C(=N1)C)C1=CC=C(C[N+]2=NOC(=C2)[N-]C(NC2=CC(=CC(=C2)C(F)(F)F)NC(CC2=CC=CC=C2)=O)=O)C=C1 (3-(4-(2-Methoxy-4-methylpyrimidin-5-yl)benzyl)-1,2,3-oxadiazol-3-ium-5-yl)((3-(2-phenylacetamido)-5-(trifluoromethyl)phenyl)carbamoyl)amide